C(CCC)C1C(OC(OC1CCCCC)CC(C)C1=CC=CC=C1)O 5-butyl-6-pentyl-2-(2-phenylpropyl)-1,3-dioxan-4-ol